COC1=C(C(=CC=C1)OC[C@H]1NCCNC1)C1=CC(=NN1)NC=1N=CC(=NC1)C#N (S)-5-((5-(2-methoxy-6-(piperazin-2-ylmethoxy)phenyl)-1H-pyrazol-3-yl)amino)pyrazine-2-carbonitrile